Ethyl 5-(2-((2-cyclopropylpyridin-3-yl)amino)-6-(trifluoromethyl)pyridin-3-yl)oxazole-4-carboxylate C1(CC1)C1=NC=CC=C1NC1=NC(=CC=C1C1=C(N=CO1)C(=O)OCC)C(F)(F)F